(4-aminophenyl)palladium NC1=CC=C(C=C1)[Pd]